COCCOC=1C=C(C=CC1)CO [3-(2-methoxyethoxy)phenyl]methanol